1,1,3-trichloro-1,3,3-trifluoroacetone ClC(C(=O)C(F)(F)Cl)(F)Cl